N-tert-Butoxycarbonyl-N-[[3-(difluoromethyl)-4-(hydroxymethyl)-7-[4-(trifluoromethoxy)phenyl]benzimidazol-5-yl]methyl]carbamic acid tert-butyl ester C(C)(C)(C)OC(N(CC1=C(C2=C(N=CN2C(F)F)C(=C1)C1=CC=C(C=C1)OC(F)(F)F)CO)C(=O)OC(C)(C)C)=O